CC(=C)C 2-methyl-propene